2-(4-fluorophenyl)-4,5-dihydrothiazole-4-carboxylic acid FC1=CC=C(C=C1)C=1SCC(N1)C(=O)O